C(C)(C)(C)OC(=O)N1C[C@H](OC2=CC=3C=CN=CC3C=C2C1)CC (R)-2-ethyl-2,3-dihydro-[1,4]oxazepino[7,6-g]isoquinoline-4(5H)-carboxylic acid tert-butyl ester